The molecule is the dolichyl diphosphooligosaccharide(2-) species that is the dianion formed by loss of protons from the diphospho linkage in alpha-D-Glc-(1->3)-alpha-D-Glc-(1->3)-alpha-D-Man-(1->2)-alpha-D-Man-(1->2)-alpha-D-Man-(1->3)-[alpha-D-Man-(1->2)-alpha-D-Man-(1->3)-[alpha-D-Man-(1->2)-alpha-D-Man-(1->6)]-alpha-D-Man-(1->6)]-beta-D-Man-(1->4)-beta-D-GlcNAc-(1->4)-D-GlcNAc(PP-Dol); major microspecies at pH 7.3. It is a conjugate base of an alpha-D-Glc-(1->3)-alpha-D-Glc-(1->3)-alpha-D-Man-(1->2)-alpha-D-Man-(1->2)-alpha-D-Man-(1->3)-[alpha-D-Man-(1->2)-alpha-D-Man-(1->3)-[alpha-D-Man-(1->2)-alpha-D-Man-(1->6)]-alpha-D-Man-(1->6)]-beta-D-Man-(1->4)-beta-D-GlcNAc-(1->4)-D-GlcNAc(PP-Dol). CC(CC/C=C(/C)\\CC/C=C(\\C)/CC/C=C(\\C)/CCC=C(C)C)CCOP(=O)([O-])OP(=O)([O-])OC1[C@@H]([C@H]([C@@H]([C@H](O1)CO)O[C@H]2[C@@H]([C@H]([C@@H]([C@H](O2)CO)O[C@H]3[C@H]([C@H]([C@@H]([C@H](O3)CO[C@@H]4[C@H]([C@H]([C@@H]([C@H](O4)CO[C@@H]5[C@H]([C@H]([C@@H]([C@H](O5)CO)O)O)O[C@@H]6[C@H]([C@H]([C@@H]([C@H](O6)CO)O)O)O)O)O[C@@H]7[C@H]([C@H]([C@@H]([C@H](O7)CO)O)O)O[C@@H]8[C@H]([C@H]([C@@H]([C@H](O8)CO)O)O)O)O)O)O[C@@H]9[C@H]([C@H]([C@@H]([C@H](O9)CO)O)O)O[C@@H]1[C@H]([C@H]([C@@H]([C@H](O1)CO)O)O)O[C@@H]1[C@H]([C@H]([C@@H]([C@H](O1)CO)O)O[C@@H]1[C@@H]([C@H]([C@@H]([C@H](O1)CO)O)O[C@@H]1[C@@H]([C@H]([C@@H]([C@H](O1)CO)O)O)O)O)O)O)O)NC(=O)C)O)NC(=O)C